CC1(OB(OC1(C)C)C=1C=C(C=CC1)[C@]1(C=2N(CCC1)C=CN2)O)C (R,S)-8-(3-(4,4,5,5-Tetramethyl-1,3,2-dioxaborolan-2-yl)phenyl)-5,6,7,8-tetrahydroimidazo[1,2-a]pyridin-8-ol